C(C)(C)(C)OC(=O)N(CCCO)CC1=C(C=CC(=C1)B1OC(C(O1)(C)C)(C)C)N1CCN(CC1)C(=O)OCC1=CC=CC=C1 benzyl 4-[2-({[(tert-butoxy)carbonyl](3-hydroxypropyl)amino}methyl)-4-(4,4,5,5-tetramethyl-1,3,2-dioxaborolan-2-yl)phenyl]piperazine-1-carboxylate